(((S)-tetrahydrofuran-3-yl)oxy)quinazolin-4-amine O1C[C@H](CC1)OC1=NC2=CC=CC=C2C(=N1)N